2,4-dioctylmethylphenol C(CCCCCCC)C1=C(C=CC(=C1C)CCCCCCCC)O